β-Glucose peracetate C(C)(=O)OO.O[C@H]1[C@H](O)[C@@H](O)[C@H](O)[C@H](O1)CO